(S)-N-(7-(3-Hydroxy-3-methylbut-1-yn-1-yl)-5-methyl-4-oxo-2,3,4,5-tetrahydrobenzo[b][1,4]oxazepin-3-yl)-4-(pyridazin-3-ylmethyl)-1H-pyrazol-1-carboxamid OC(C#CC1=CC2=C(OC[C@@H](C(N2C)=O)NC(=O)N2N=CC(=C2)CC=2N=NC=CC2)C=C1)(C)C